5-bromo-1-((5-(5-(difluoromethyl)-1,3,4-oxadiazole-2-yl)pyridine-2-yl)methyl)-6-fluoro-3-methyl-1,3-dihydro-2H-benzo[d]imidazole-2-one BrC1=CC2=C(N(C(N2C)=O)CC2=NC=C(C=C2)C=2OC(=NN2)C(F)F)C=C1F